2-oxo-5-(4-((4-((5-(trifluoromethyl)pyridin-2-yl)amino)piperidin-1-yl)sulfonyl)phenyl)indoline-7-carboxamide O=C1NC2=C(C=C(C=C2C1)C1=CC=C(C=C1)S(=O)(=O)N1CCC(CC1)NC1=NC=C(C=C1)C(F)(F)F)C(=O)N